O1C(C1)C1=C(C#N)C=CC=C1 2-(oxiran-2-yl)benzonitrile